CN(CC1CN(CCO1)C1=CC=C(C=C1)[N+](=O)[O-])C N,N-dimethyl-1-(4-(4-nitrophenyl)morpholin-2-yl)methanamine